normal butyl-sulfur C(CCC)[S]